(4R)-3,4-dihydro-2H-chromen O1CCCC2=CC=CC=C12